1-buten-4-yl-isopropyl-bis(chloromethyl)silane C=CCCC(C)(C)[SiH](CCl)CCl